1-(3-ethoxy-4-methyl-1-phenyl-1H-pyrazol-5-yl)-3-((3s,4r)-4-phenyl-1-(2-(trifluoromethoxy)phenyl)pyrrolidin-3-yl)urea C(C)OC1=NN(C(=C1C)NC(=O)N[C@@H]1CN(C[C@H]1C1=CC=CC=C1)C1=C(C=CC=C1)OC(F)(F)F)C1=CC=CC=C1